Methyl 1-isopropyl-1H-1,2,4-triazole-5-carboxylate C(C)(C)N1N=CN=C1C(=O)OC